tert-butyl (1-(6-aminopyridin-3-yl)piperidin-4-yl)carbamate NC1=CC=C(C=N1)N1CCC(CC1)NC(OC(C)(C)C)=O